COC=1C(NC(N([C@]2([C@H](O)[C@H](O)[C@@H](CO)O2)CC(=O)O)C1)=O)=O 5-methoxycarboxymethyl-uridine